N1(C=NC=C1)C=1C=CC(=C(C1)O)C1=NC=C(N=C1)O[C@H]1C[C@@]2(CC[C@H](C1)N2)C 5-(1H-imidazol-1-yl)-2-(5-(((1s,3r,5r)-1-methyl-8-azabicyclo[3.2.1]oct-3-yl)oxy)pyrazin-2-yl)phenol